7-(4-(methoxymethyl)phenyl)-2-methyl-1H-indene COCC1=CC=C(C=C1)C=1C=CC=C2C=C(CC12)C